ClC=1C=C(C=CC1)C=1C=C2C(=NC1)NC(N2CC2=NC=CC=C2)=O 6-(3-chlorophenyl)-1-(2-pyridylmethyl)-3H-imidazo[4,5-b]pyridin-2-one